1-fluoro-2-methylsulfonyl-benzene ethyl-2-(4-amino-1-methyl-1H-pyrazolo[4,3-c]quinoline-8-carbonyl)-2-((5-(trifluoromethyl)pyridin-2-yl)methyl)hydrazine-1-carboxylate C(C)OC(=O)NN(CC1=NC=C(C=C1)C(F)(F)F)C(=O)C1=CC=2C3=C(C(=NC2C=C1)N)C=NN3C.FC3=C(C=CC=C3)S(=O)(=O)C